[N+](=O)([O-])C1=C(C=CC=C1)N[C@@H](CCC(N)=O)C(=O)OC(C)(C)C tert-Butyl (2-nitrophenyl)glutaminate